1-(5-(3-fluoro-5-formylpyridin-2-yl)pyrimidin-2-yl)-N-((3-(1,1,1-trifluoro-2-methylpropan-2-yl)-1H-1,2,4-triazol-5-yl)methyl)-1H-pyrazole-4-carboxamide FC=1C(=NC=C(C1)C=O)C=1C=NC(=NC1)N1N=CC(=C1)C(=O)NCC1=NC(=NN1)C(C(F)(F)F)(C)C